Cl.FC1=CC(=C(C=C1)N1CCCCC1)C(F)(F)F 4-fluoro-2-(trifluoromethyl)phenylpiperidine hydrochloride